C(C)(=O)N=[N+]=[N-] Acetylazid